C(C)(CC)OC(C(C)C)=O.[Mg] magnesium (sec-butyl)-2-methylpropionate